ClC1=C(C(=NC=C1)N)C#CCCCNC1CCCCC1 4-Chloro-3-(5-(cyclohexylamino)pent-1-yn-1-yl)pyridin-2-amine